Methyl-N2-(((9H-fluoren-9-yl)methoxy)carbonyl)-N5-((S)-6-(4-azidobenzamido)-1-methoxy-1-oxohexan-2-yl)-L-glutamine CN([C@@H](CCC(N[C@H](C(=O)OC)CCCCNC(C1=CC=C(C=C1)N=[N+]=[N-])=O)=O)C(=O)O)C(=O)OCC1C2=CC=CC=C2C=2C=CC=CC12